5,5-diphenyl-N-((2-(trifluoromethyl)phenyl)sulfonyl)-4,5-dihydro-isoxazole-3-carboxamide C1(=CC=CC=C1)C1(CC(=NO1)C(=O)NS(=O)(=O)C1=C(C=CC=C1)C(F)(F)F)C1=CC=CC=C1